tert-butyl-4-[[2-[5-chloro-2-hydroxy-3-(1-methoxyethyl)phenyl]acetyl]amino]pyridine-2-carboxamide C(C)(C)(C)C=1C(=NC=CC1NC(CC1=C(C(=CC(=C1)Cl)C(C)OC)O)=O)C(=O)N